N1=C(C=CC=C1)C=1SC=C(N1)N 2-(pyridin-2-yl)thiazol-4-amine